C(C)OCCN(CC[C@@H](C(=O)O)NC(C1=C(C=CC=C1)OC(F)(F)F)=O)CCCCC1=NC=2NCCCC2C=C1 (S)-4-((2-ethoxyethyl)(4-(5,6,7,8-tetrahydro-1,8-naphthyridin-2-yl)butyl)amino)-2-(2-(trifluoromethoxy)benzamido)butanoic acid